5-(4-Aminoimidazo[2,1-f][1,2,4]triazin-7-yl)-2-(1-phenylethyl)isoindolin-1-one, trifluoroacetate salt FC(C(=O)O)(F)F.NC1=NC=NN2C1=NC=C2C=2C=C1CN(C(C1=CC2)=O)C(C)C2=CC=CC=C2